FC=1C=CC(N(C1)CC1=CC=C(C=C1)CN1N=C(C(=C1)C(=O)NCC1=C(C(=CC=C1)OC)F)COC)=O 1-({4-[(5-fluoro-2-oxopyridin-1-yl)methyl]phenyl}methyl)-N-[(2-fluoro-3-methoxyphenyl)methyl]-3-(methoxymethyl)pyrazole-4-carboxamide